N-(3,5-dichloro-4-(2,6-dioxopiperidin-3-yl)benzyl)-2-(3,5-difluoro-4-sulfamoylphenyl)-2-methylpropanamide ClC=1C=C(CNC(C(C)(C)C2=CC(=C(C(=C2)F)S(N)(=O)=O)F)=O)C=C(C1C1C(NC(CC1)=O)=O)Cl